N(=C=O)C1=CC=C(C=C1)C(F)(F)F isocyanato-4-(trifluoromethyl)benzene